N-(2-Fluoro-4-(2-(1-methyl-1H-pyrazol-4-yl)-3H-imidazo[4,5-b]pyridin-7-yl)benzyl)-6-isopropylquinazolin-4-amine FC1=C(CNC2=NC=NC3=CC=C(C=C23)C(C)C)C=CC(=C1)C1=C2C(=NC=C1)NC(=N2)C=2C=NN(C2)C